NC=1C2=C(N=C(N1)OCCCC)N(C(=C2)C#N)CC2=C(C=C(C=C2)CN2CCN(CC2)CCO)OC 4-Amino-2-butoxy-7-(4-((4-(2-hydroxyethyl)piperazin-1-yl)methyl)-2-methoxybenzyl)-7H-pyrrolo[2,3-d]pyrimidine-6-carbonitrile